C1=NC(=CC2=CC=CC=C12)CNC1CC2=C(N(N=C2CC1)C1=NC=CC=C1)O 5-[(isoquinolin-3-ylmethyl)amino]-2-(pyridin-2-yl)-4,5,6,7-tetrahydro-2H-indazol-3-ol